(3S)-5-chloro-N-[3-(8-ethyl-2-{[(1R,4R)-4-aminocyclohexyl]amino}quinazolin-6-yl)-2,4-difluorophenyl]-3-hydroxy-2,3-dihydro-1-benzofuran-7-sulfonamide ClC=1C=C(C2=C([C@@H](CO2)O)C1)S(=O)(=O)NC1=C(C(=C(C=C1)F)C=1C=C2C=NC(=NC2=C(C1)CC)NC1CCC(CC1)N)F